1-(6-chloro-2-methylhexan-2-yl)-3,5-dimethoxybenzene ClCCCCC(C)(C)C1=CC(=CC(=C1)OC)OC